(3S)-8-oxaspiro[4.5]decan C1CCCC12CCOCC2